ethyl (2S,3R,4S,5R)-3-(3,4-difluoro-2-methylphenyl)-4-methoxy-5-methyl-5-(trifluoromethyl)tetrahydrofuran-2-carboxylate FC=1C(=C(C=CC1F)[C@H]1[C@H](O[C@]([C@H]1OC)(C(F)(F)F)C)C(=O)OCC)C